4-(6-(4,4,5,5-tetramethyl-1,3,2-dioxaborolan-2-yl)quinolin-4-yl)piperazine CC1(OB(OC1(C)C)C=1C=C2C(=CC=NC2=CC1)N1CCNCC1)C